3-(2-(((6-((4-carbamimidoyl-2,6-dimethylbenzyl)amino)pyrimidin-4-yl)oxy)methyl)-6-cyclopropylimidazo[1,2-a]pyridin-8-yl)propanoic acid formic acid salt C(=O)O.C(N)(=N)C1=CC(=C(CNC2=CC(=NC=N2)OCC=2N=C3N(C=C(C=C3CCC(=O)O)C3CC3)C2)C(=C1)C)C